FC1=C(C=CC=C1)C(CNC(=O)C1CC2(C1)CC(C2)NC(=O)NCC2=CC=C(C=C2)OC)(C)C N-(2-(2-fluorophenyl)-2-methylpropyl)-6-(3-(4-methoxybenzyl)ureido)spiro[3.3]heptane-2-carboxamide